((4-cyclopropyl-6-((3'-(4-cyclopropyl-5-((((1s,3s)-3-hydroxycyclobutyl)amino)methyl)picolinamido)-2,2'-dimethyl-[1,1'-biphenyl]-3-yl)carbamoyl)pyridin-3-yl)methyl)-D-serine C1(CC1)C1=C(C=NC(=C1)C(NC=1C(=C(C=CC1)C1=C(C(=CC=C1)NC(C1=NC=C(C(=C1)C1CC1)CNC1CC(C1)O)=O)C)C)=O)CN[C@H](CO)C(=O)O